tert-Butyl 6-((6-(1-methyl-5-(piperidin-1-ylmethyl)-1H-pyrazol-4-yl) isoquinolin-3-yl)carbamoyl)-2-azaspiro[3.3]heptane-2-carboxylate CN1N=CC(=C1CN1CCCCC1)C=1C=C2C=C(N=CC2=CC1)NC(=O)C1CC2(CN(C2)C(=O)OC(C)(C)C)C1